Methyl (2E)-2-methoxyimino-2-[3-methyl-2-[[(E)-1-[6-(trifluoromethyl)pyrimidin-4-yl]ethylideneamino]oxymethyl]phenyl]acetate CO\N=C(\C(=O)OC)/C1=C(C(=CC=C1)C)CO/N=C(\C)/C1=NC=NC(=C1)C(F)(F)F